(2S,4r)-1-[(2S)-2-(4-cyclopropyl-triazol-1-yl)-3,3-dimethyl-butyryl]-4-hydroxy-N-[(2-oxo-3,4-dihydro-1H-quinolin-4-yl)methyl]pyrrolidine-2-carboxamide C1(CC1)C=1N=NN(C1)[C@H](C(=O)N1[C@@H](C[C@H](C1)O)C(=O)NCC1CC(NC2=CC=CC=C12)=O)C(C)(C)C